2-ethylhexyl 2-(5-(tert-butyl)-2-((butoxycarbonyl)(propyl)amino)-3-methylphenyl)-2-(4-chlorophenyl)acetate C(C)(C)(C)C=1C=C(C(=C(C1)C(C(=O)OCC(CCCC)CC)C1=CC=C(C=C1)Cl)N(CCC)C(=O)OCCCC)C